1,2-dimethyl-4-trimethylsilylcyclopentadiene CC1=C(C=C(C1)[Si](C)(C)C)C